C1(CCCCC1)[SiH](N)C(C)C cyclohexyl-isopropyl-aminosilane